NC1=C(C=CC=C1)NC(C1=CC=C(C=C1)CNC1=NC=CC(=N1)C=1C=NC=CC1)=O N-(2-aminophenyl)-4-((4-pyridin-3-ylpyrimidin-2-ylamino)methyl)benzamide